Cl.FC(C1(N=N1)C1=CC=C(C=C1)CN)(F)F [4-[3-(trifluoromethyl)diazirin-3-yl]phenyl]methanamine, hydrochloride